BrC1=CC=C2C(C(N(C2=C1)CCOC)=O)(C)C 6-bromo-1-(2-methoxyethyl)-3,3-dimethylindolin-2-one